BrC=1N=C(C(=NC1CC1CC1)NC(=O)C1=NC(=CC=C1)OCC)NC1=C(C=CC=C1OC)OC N-(5-bromo-6-(cyclopropylmethyl)-3-((2,6-dimethoxyphenyl)amino)pyrazin-2-yl)-6-ethoxypyridinecarboxamide